O=C1CC[C@@H](N1)C(=O)Cl (R)-5-oxopyrrolidine-2-carbonyl chloride